N(=C=O)C1=C(C(=CC(=C1)N=C=O)N=C=O)C 2,4,6-Triisocyanatotoluol